1-(Ethoxycarbonyl)prop-1-yldithiobenzoat C(C)OC(=O)C(CC)SC(C1=CC=CC=C1)=S